2'-chloro-3'-fluoro-N-(5-(((1R,3R)-3-hydroxycyclopentyl)oxy)-1,3,4-thiadiazol-2-yl)-5'-methoxy-6-methyl-(4,4'-bipyridine)-3-carboxamide ClC1=NC=C(C(=C1F)C1=C(C=NC(=C1)C)C(=O)NC=1SC(=NN1)O[C@H]1C[C@@H](CC1)O)OC